FC(C1(CCC1)C(=O)N1[C@@H](CCC1)C(=O)O)(F)F (1-(trifluoromethyl)cyclobutane-1-carbonyl)-L-proline